1-iodohept-1,3,5-tri-yne IC#CC#CC#CC